FC(CN)(S(=O)(=O)C1=CC=CC=C1)F 2,2-difluoro-2-(phenylsulfonyl)ethan-1-amine